3-(3-chloro-4-fluorophenyl)-1-(4-methoxyphenyl)-1-((1-methyl-1H-pyrazol-3-yl)methyl)urea ClC=1C=C(C=CC1F)NC(N(CC1=NN(C=C1)C)C1=CC=C(C=C1)OC)=O